COC(C(=CC1=CC=C(C=C1)OC)C(=O)OC)=O methyl-α-methoxycarbonyl-p-methoxycinnamate